C1(CCCCCCC1)C(C(NC1=CC=C2C(=C1)NC(C21CCOCC1)=O)=O)NC(=O)C=1C=NC=NC1 N-{1-Cyclooctyl-2-oxo-2-[(2-oxospiro[1H-indole-3,4'-oxane]-6-yl)amino]ethyl}pyrimidine-5-carboxamide